6-(2,5-Difluorophenyl)-N-[(2-oxo-1H-pyridin-3-yl)sulfonyl]-2-[(4S)-2,2,4-trimethylpyrrolidin-1-yl]pyridin-3-carboxamid FC1=C(C=C(C=C1)F)C1=CC=C(C(=N1)N1C(C[C@@H](C1)C)(C)C)C(=O)NS(=O)(=O)C=1C(NC=CC1)=O